NCC1=C(C=C(NC2=CC=C(C=C2)N2CCC(CC2)C(F)(F)F)C=C1)CCOC 4-(aminomethyl)-3-(2-methoxyethyl)-N-(4-(4-(trifluoromethyl)piperidin-1-yl)phenyl)aniline